N1(CCC1)C1=CC(=C2C=CC=NC2=C1)C1(CC1)NC(C1=C(C=CC(=C1)OC[C@H]1N(CC1)C)C)=O (S)-N-(1-(7-(Azetidin-1-yl)quinolin-5-yl)cyclopropyl)-2-methyl-5-((1-methylazetidin-2-yl)methoxy)benzamide